Methyl 2-fluoro-5-((6-fluoro-4-vinyl-1H-indol-5-yl)oxy)benzimidothioate hydroiodide I.FC1=C(C(=N)SC)C=C(C=C1)OC=1C(=C2C=CNC2=CC1F)C=C